COC1=CC=C(CN(C2=C3N(C(N(C3=NC=N2)C2CCC(CC2)C(=O)OCC)=O)C2=CC=C(C=C2)CNC(C2=C(C=CC(=C2)F)OC)=O)CC2=CC=C(C=C2)OC)C=C1 ethyl (1R,4R)-4-(6-(bis(4-methoxybenzyl)amino)-7-(4-((5-fluoro-2-methoxybenzamido)methyl)phenyl)-8-oxo-7,8-dihydro-9H-purin-9-yl)cyclohexane-1-carboxylate